O=C1C=CC(CN1C1=CC(=CC=C1)N[C@@H](C(F)(F)F)C)C(=O)N 6-oxo-1-[3-[[(2R)-1,1,1-trifluoropropan-2-yl]amino]phenyl]dihydropyridine-3-carboxamide